NCC1=CC=C(C=C1)C=1N(C=C(N1)C(F)(F)F)C(C)O [2-[4-(aminomethyl)phenyl]-4-(trifluoromethyl)-1H-imidazol-1-yl]ethan-1-ol